1-(3-(3-(difluoromethoxy)phenyl)prop-2-yn-1-yl)-4-(5-(difluoromethyl)-1,3,4-oxadiazol-2-yl)pyridin-2(1H)-one FC(OC=1C=C(C=CC1)C#CCN1C(C=C(C=C1)C=1OC(=NN1)C(F)F)=O)F